CC=1S(OCCC1)(=O)=O 3-methyl-5,6-dihydrooxathiine 2,2-dioxide